tert-butyl 5-methyl-3-(7-morpholino-5-(3-(m-tolyl)-1H-pyrazol-1-yl) pyrazolo[1,5-a]pyrimidin-2-yl)-1H-pyrazole-1-carboxylate CC1=CC(=NN1C(=O)OC(C)(C)C)C1=NN2C(N=C(C=C2N2CCOCC2)N2N=C(C=C2)C=2C=C(C=CC2)C)=C1